ClC=1C=CC=2C3=C(C(N(C2C1)C1=CC=CC=C1)=O)N=CN3C 7-chloro-1-methyl-5-phenyl-1,5-dihydro-4H-imidazo[4,5-c]quinolin-4-one